1-(3-chloro-4-(trifluoromethoxy)phenyl)-3-(4-((3-(dimethylamino)propyl)amino)-6-methylpyrimidin-2-yl)urea ClC=1C=C(C=CC1OC(F)(F)F)NC(=O)NC1=NC(=CC(=N1)NCCCN(C)C)C